4-((2,6-difluoro-4-(1-methyl-3-(methylcarbamoyl)-1H-pyrazol-5-yl)benzyl)oxy)phenyl sulfurofluoridate S(OC1=CC=C(C=C1)OCC1=C(C=C(C=C1F)C1=CC(=NN1C)C(NC)=O)F)(=O)(=O)F